BrC1=NN(C(=C1)C(=O)O)C=1C(=NC=CC1)Cl 3-bromo-1-(2-chloropyridyl)-1H-pyrazole-5-carboxylic acid